C(C)(C)(C)OC(=O)[C@]1(C[C@H](NCC1)C)CC1=NC(=C(C=C1)F)NC1=CC(=NN1C(C)(C)C)C (2R,4R)-4-((6-((1-(tert-butyl)-3-methyl-1H-pyrazol-5-yl)amino)-5-fluoropyridin-2-yl)methyl)-2-methylpiperidine-4-carboxylic acid tert-butyl ester